bis-[3-(3,5-di-tert-butyl-4-hydroxyphenyl)propionyl]hydrazine C(C)(C)(C)C=1C=C(C=C(C1O)C(C)(C)C)CCC(=O)NNC(CCC1=CC(=C(C(=C1)C(C)(C)C)O)C(C)(C)C)=O